4-amino-7-cyclopropyl-1-(2-(trifluoromethyl)pyridin-3-yl)pyrido[2,3-d]pyrimidin-2(1H)-one NC=1C2=C(N(C(N1)=O)C=1C(=NC=CC1)C(F)(F)F)N=C(C=C2)C2CC2